C1(CCC1)CCC=1N(C=2C(=C3CC[C@@H](N(C3=CC2)C(=O)OC)C)N1)C1CCCCC1 (1R,3R)-3-((S)-2-(2-Cyclobutylethyl)-6-(methoxycarbonyl)-7-methyl-6,7,8,9-tetrahydro-3H-imidazo[4,5-f]chinolin-3-yl)cyclohexan